(S)-4-propyldihydrofuran C(CC)C=1CCOC1